ethyl 1-((6-cyclopropyl-8-(hydroxy(oxetan-3-yl)methyl)imidazo[1,2-a]pyridin-2-yl)methyl)-1H-1,2,3-triazole-4-carboxylate C1(CC1)C=1C=C(C=2N(C1)C=C(N2)CN2N=NC(=C2)C(=O)OCC)C(C2COC2)O